ClC=1C(=CC2=C(N=CN=C2N[C@H](C)C2=C(C(=CC=C2)C(F)(F)F)F)N1)C1CCS(CC1)(=O)=O (R)-4-(7-chloro-4-((1-(2-fluoro-3-(trifluoromethyl)phenyl)ethyl)amino)pyrido[2,3-d]pyrimidin-6-yl)tetrahydro-2H-thiopyran 1,1-dioxide